2-[(6-bromo-2-methylpyridin-3-yl)amino]-N,N-dimethylpropanamide BrC1=CC=C(C(=N1)C)NC(C(=O)N(C)C)C